(tetrahydro-2H-pyran-4-yl)zinc(II) bromide [Br-].O1CCC(CC1)[Zn+]